FC1=C(C(=C(C(=C1[Si](OC)(OC)OC)F)F)F)F 1,2,3,4,5-pentafluoro-6-(trimethoxysilyl)benzene